5-amino-3-(8-fluoro-2-phenylquinolin-7-yl)-1-((1s,3s)-3-hydroxy-3-methylcyclobutyl)-1H-pyrazole-4-carbonitrile NC1=C(C(=NN1C1CC(C1)(C)O)C1=CC=C2C=CC(=NC2=C1F)C1=CC=CC=C1)C#N